COCCOC=1C=C(C(=N)N)C=CC1OCCOC 3,4-bis(2-methoxyethoxy)benzamidine